C(C)(C)(C)OC(=O)N[C@@H]1C(NC2=C(OC1)C=CC(=C2)C(=O)OC)=O methyl (S)-3-((tert-butoxycarbonyl)amino)-4-oxo-2,3,4,5-tetrahydrobenzo[b][1,4]oxazepine-7-carboxylate